(R)-1-(methylsulfonyl)hex-5-en-3-amine CS(=O)(=O)CC[C@@H](CC=C)N